C1=NC2=C(N1[C@H]3[C@@H]([C@@H]([C@H](O3)COP(=O)([O-])OP(=O)([O-])OC4[C@H]([C@H]([C@@H]([C@H](O4)CO)O)O)O)O)O)N=C(NC2=O)N The molecule is a nucleotide-sugar oxoanion obtained by deprotonation of the diphosphate OH groups of GDP-D-mannose; major species at pH 7.3. It is a conjugate base of a GDP-D-mannose.